C(C)OCCN(CCC(C(=O)O)NC(=O)N1C(CCC1)COC)CCCCC1=NC=2NCCCC2C=C1 4-[2-ethoxyethyl-[4-(5,6,7,8-tetrahydro-1,8-naphthyridin-2-yl)butyl]amino]-2-[[2-(methoxymethyl)pyrrolidine-1-carbonyl]amino]butanoic acid